ClC1=CC=C(C=C1)C=1OC2=C(C=NC=C2)N1 2-(4-Chlorophenyl)oxazolo[4,5-c]pyridine